(E)-5-(3-(cyclopropylmethoxy)-4-(difluoromethoxy)styryl)quinoline C1(CC1)COC=1C=C(/C=C/C2=C3C=CC=NC3=CC=C2)C=CC1OC(F)F